3-Chlorobenzoic acid [3-(3-ethyl-4-oxo-spiro[6,8-dihydro-5H-pyrazolo[4,3-c]azepin-7,4'-tetrahydropyran]-1-yl)-2,2-dimethyl-propyl] ester C(C)C1=NN(C2=C1C(NCC1(CCOCC1)C2)=O)CC(COC(C2=CC(=CC=C2)Cl)=O)(C)C